C=1(N=CN2C1CNCC2)C(=O)[O-] 5,6,7,8-tetrahydroimidazo[1,5-a]pyrazine-1-carboxylate